2-((4-bromophenoxy)methyl)-6-((trifluoromethoxy)methyl)-1,4-dioxan BrC1=CC=C(OCC2OC(COC2)COC(F)(F)F)C=C1